F[C@@H]1CN(CC[C@@H]1NC1=C2C=C(N(C2=CC=C1)CC(F)(F)F)C#CCNC1=C(C=C(C(=O)NC)C=C1)OC)C 4-{[3-(4-{[(3R,4S)-3-fluoro-1-methylpiperidin-4-yl]amino}-1-(2,2,2-trifluoroethyl)-1H-indol-2-yl)prop-2-yn-1-yl]amino}-3-methoxy-N-methylbenzamide